C(C1=CC=CC=C1)ON[C@@H]1CCCNC1 (2S,5R)-5-[(benzyloxy)amino]-piperidine